FC(OC1=CC=C(C=C1)NC(NC=1C=C(C=CC1)C1=CC=CS1)=O)(F)F 5-(3-(3-(4-trifluoromethoxyphenyl)ureido)phenyl)-1H-thiophen